C1(=CC=CC=C1)C1N2C(COC1)=NC1=C2C=C(C=C1)C=1C=CC(=NC1)C#N 5-(4-phenyl-3,4-dihydro-1H-benzo[4,5]imidazo[2,1-c][1,4]oxazin-7-yl)pyridinecarbonitrile